N1=CC(=CC=C1)C(=O)N 3-pyridinecarboxylic acid amide